4-[(2S)-2-methylmorpholin-4-yl]-2-(morpholin-4-yl)-8-(1H-pyrazol-5-yl)-1,7-naphthyridine C[C@H]1CN(CCO1)C1=CC(=NC2=C(N=CC=C12)C1=CC=NN1)N1CCOCC1